C(OCCCCC)(=O)Cl carbonochloridic acid, pentyl ester